(2-chloro-5-((1-methyl-1H-pyrazol-4-yl)ethynyl)pyridin-4-yl)-4-methylpiperazine ClC1=NC=C(C(=C1)N1CCN(CC1)C)C#CC=1C=NN(C1)C